(1,1-dioxo-1,2-thiazolidin-4-yl)methanol O=S1(NCC(C1)CO)=O